N(=[N+]=[N-])C[C@]1(OC2=C(C1)C=C(C=C2[C@@H](C)NC2=NC=1N(C=C2)N=CC1C(=O)OCC)F)C ethyl 5-(((1R)-1-((2S)-2-(azidomethyl)-5-fluoro-2-methyl-2,3-dihydrobenzofuran-7-yl)ethyl)amino)pyrazolo[1,5-a]pyrimidine-3-carboxylate